(2R,3R-4R)-3,4-bis(benzyloxy)-2-((benzyloxy)methyl)-3,4-dihydro-2H-pyran C(C1=CC=CC=C1)O[C@H]1[C@H](OC=C[C@H]1OCC1=CC=CC=C1)COCC1=CC=CC=C1